OC(C)(C)C1=NC2=CC(=CC(=C2C=C1)C1(CC1)NC(C1=C(C=C(C=C1)COCC=1N=CSC1)C)=O)C=1C=NN(C1)C N-(1-(2-(2-hydroxypropan-2-yl)-7-(1-methyl-1H-pyrazol-4-yl)quinolin-5-yl)cyclopropyl)-2-methyl-4-((thiazol-4-ylmethoxy)methyl)benzamide